2-amino-N-[(1S,2S)-2-{[4-(2,3-dimethyl-1H-indol-5-yl)phenyl]methoxy}cyclopentyl]-5-(1-methyl-1H-pyrazol-4-yl)pyridine-3-carboxamide NC1=NC=C(C=C1C(=O)N[C@@H]1[C@H](CCC1)OCC1=CC=C(C=C1)C=1C=C2C(=C(NC2=CC1)C)C)C=1C=NN(C1)C